O1CCN(CC1)C=1C=C(C#N)C=C(C1)B1OC(C(O1)(C)C)(C)C 3-Morpholino-5-(4,4,5,5-tetramethyl-1,3,2-dioxaborolan-2-yl)benzonitrile